C(C1=CC=CC=C1)OC(C=C[C@H]1CN(CC1)C(=O)OC(C)(C)C)=O tert-butyl (3S)-3-[3-(benzyloxy)-3-oxoprop-1-en-1-yl]pyrrolidine-1-carboxylate